5-(4-(benzyloxy)phenyl)-1-methyl-3-(pyrrolidin-1-ylmethyl)-1H-1,2,4-triazole C(C1=CC=CC=C1)OC1=CC=C(C=C1)C1=NC(=NN1C)CN1CCCC1